N-(3-(4-acetylpiperazin-1-yl)phenyl)-3-(tert-butyl)-5-(5-fluoroisoindolin-2-yl)-7-(1H-pyrazol-4-yl)pyrazolo[1,5-a]pyrimidine-2-carboxamide C(C)(=O)N1CCN(CC1)C=1C=C(C=CC1)NC(=O)C1=NN2C(N=C(C=C2C=2C=NNC2)N2CC3=CC=C(C=C3C2)F)=C1C(C)(C)C